N-(1-methyl-4-azepanyl)-6-[3-(4-mesyl-2-anisidino)-1-propynyl]-1-(2,2,2-trifluoroethyl)-1H-benzo[d]imidazole-4-carboxamide CN1CCC(CCC1)NC(=O)C1=CC(=CC=2N(C=NC21)CC(F)(F)F)C#CCNC=2C(OC)=CC=C(C2)S(=O)(=O)C